4-chloro-N-(3-methyl-5-(phenylethynyl)pyridin-2-yl)-1-(tetrahydro-2H-pyran-3-yl)-1H-pyrazole-5-carboxamide ClC=1C=NN(C1C(=O)NC1=NC=C(C=C1C)C#CC1=CC=CC=C1)C1COCCC1